3-(((4-Phenylpyrimidin-2-yl)amino)methyl)pyrrolidin-1-carbonitril C1(=CC=CC=C1)C1=NC(=NC=C1)NCC1CN(CC1)C#N